3-[(hydroxyimino)methyl]-4-methylbenzoic acid methyl ester COC(C1=CC(=C(C=C1)C)C=NO)=O